C(C=C)(=O)N1C[C@@H](N(CC1)C=1C2=C(N(C(N1)=O)C=1C(=NC=CC1C)OC(C)C)N=C(C(=C2)F)C2=C(C=CC=C2O)F)C 4-((S)-4-propenoyl-2-methylpiperazin-1-yl)-6-fluoro-7-(2-fluoro-6-hydroxyphenyl)-1-(2-isopropoxy-4-methylpyridin-3-yl)pyrido[2,3-d]pyrimidin-2(1H)-one